O[C@H](CNC(=O)C1=CC=C(C=N1)NC(O[C@H](C)[C@H](C)OC1=CC2=C(N=C(S2)C2=C3N=CC(=NC3=CC(=C2)C)OCC)C=C1F)=O)C (2R,3S)-3-((2-(2-ethoxy-7-methylquinoxalin-5-yl)-5-fluorobenzo[d]thiazol-6-yl)oxy)butan-2-yl (6-(((S)-2-hydroxypropyl)carbamoyl)pyridin-3-yl)carbamate